NC1=C(C=C(C(=N1)C=O)Br)Br 6-AMINO-3,5-DIBROMOPICOLINALDEHYDE